2-((2-chlorophenethyl)amino)pyrimidine-5-carbohydrazide ClC1=C(CCNC2=NC=C(C=N2)C(=O)NN)C=CC=C1